P(O)(O)(O)=S.N1C(=O)N=C(N)C=C1 Cytosine-phosphorothioate